N-(5-(4-(2-oxa-5-azabicyclo[2.2.1]heptan-5-yl)-2-(1-cyclopropylethyl)-3-oxo-2,3-dihydro-1H-pyrrolo[3,4-c]pyridin-6-yl)-4-methylthiazol-2-yl)acetamide C12OCC(N(C1)C1=NC(=CC3=C1C(N(C3)C(C)C3CC3)=O)C3=C(N=C(S3)NC(C)=O)C)C2